2-(naphthalen-1-yl)-9-phenylacridine C1(=CC=CC2=CC=CC=C12)C1=CC2=C(C3=CC=CC=C3N=C2C=C1)C1=CC=CC=C1